(4-(2,2,2-trifluoro-1-methoxyethyl)phenyl)methanesulfonamide FC(C(OC)C1=CC=C(C=C1)CS(=O)(=O)N)(F)F